C1(=CC=CC=C1)C1=CC2=C(SC3=C2C=C(C=C3)C3=CC=CC=C3)C(=C1)B1OC(C(O1)(C)C)(C)C 2-(2,8-diphenyldibenzo[b,d]thiophen-4-yl)-4,4,5,5-tetramethyl-1,3,2-dioxaborolan